(2R)-2-(5-Chloro-2-methoxypyridin-4-yl)-1-[(3S)-3-{[6-methyl-5-(2-methyl-2H-tetrazol-5-yl)pyridin-2-yl]amino}pyrrolidin-1-yl]propan-1-on ClC=1C(=CC(=NC1)OC)[C@H](C(=O)N1C[C@H](CC1)NC1=NC(=C(C=C1)C=1N=NN(N1)C)C)C